4-(4-((1,1,1,3,3,3-hexafluoropropane-2-yl)oxy)butoxy)-2,2,6,6-tetramethylpiperidine FC(C(C(F)(F)F)OCCCCOC1CC(NC(C1)(C)C)(C)C)(F)F